6-chloro-1-methyl-4-(1-methyl-spiro[indoline-2,4'-piperidine]-1'-yl)-2-oxo-1,5-naphthyridine-3-carbonitrile ClC=1N=C2C(=C(C(N(C2=CC1)C)=O)C#N)N1CCC2(CC1)N(C1=CC=CC=C1C2)C